C1(CCCCC1)OC1=CC=C(C=N1)C1=CC(=CN2C1=NS(CC2)(=O)=O)F 9-[6-(cyclohexyloxy)pyridin-3-yl]-7-fluoro-3,4-dihydropyrido[2,1-c][1,2,4]thiadiazine 2,2-dioxide